(9Z)-tetradecene acetate C(C)(=O)O.C=CCCCCCCCCCCCC